C(C1=CC=CC=C1)(=O)[O-].[K+] potassium benzoate salt